C(C)(C)(C)N1N=C(C(=C1C)O)C1=C(C=C(C=C1C(C)(C)C)C(C)(C)C)C(C)(C)C 1-(tert-Butyl)-3-(2,4,6-tri(tert-butyl)phenyl)-5-methyl-pyrazol-4-ol